C(C1=CC=CC=C1)OC1=C(C(=NC(=C1)Cl)C)N1C(OCC1)=O (4-benzyloxy-6-chloro-2-methyl-3-pyridinyl)oxazolidin-2-one